ClC(=O)N1C(OC(C1)=O)=O N-chlorocarbonyl-oxazolidine-2,5-dione